N[C@@H](CC1=CC(=CC(=C1)F)F)C1=NC2=CC=CC(=C2C(N1C=1C=CC(=C2C(=NN(C12)C)NS(=O)(=O)C)Cl)=O)C(F)(F)F (S)-N-(7-(2-(1-amino-2-(3,5-difluorophenyl)ethyl)-4-oxo-5-(trifluoromethyl)quinazolin-3(4H)-yl)-4-chloro-1-methyl-1H-indazol-3-yl)methanesulfonamide